(S)-1-((4'-((3-((4-(4-Aminopyrimidin-2-yl)-1,3-dimethyl-1H-pyrazol-5-yl)oxy)butyl)amino)-6'-chloro-3-fluoro-[2,3'-bipyridin]-5-yl)methyl)-4-methylpiperidin-4-ol NC1=NC(=NC=C1)C=1C(=NN(C1O[C@H](CCNC1=C(C=NC(=C1)Cl)C1=NC=C(C=C1F)CN1CCC(CC1)(O)C)C)C)C